tert-butyl (R)-3-(((7-bromo-4-hydroxyquinazolin-5-yl)oxy)methyl)piperazine-1-carboxylate BrC1=CC(=C2C(=NC=NC2=C1)O)OC[C@H]1CN(CCN1)C(=O)OC(C)(C)C